methyl 2-[3-chloro-5-(2,7-dimethyl-4,5,6,7-tetrahydropyrazolo[3,4-c]pyridine-3-yl)phenyl]acetate ClC=1C=C(C=C(C1)C=1N(N=C2C(NCCC21)C)C)CC(=O)OC